1-Cyclobutylvinylbenzene C1(CCC1)C(=C)C1=CC=CC=C1